C(CCCCCC(C)(C)C)(=O)[O-].C(CCCCCC(C)(C)C)(=O)[O-].C(CCCCCCC)[Sn+2]CCCCCCCC dioctyl-tin dineodecanoAte